N1=C(C=NC2=CC=CC=C12)NC1C(NC(CC1)=O)=O 3-(quinoxalin-2-ylamino)piperidine-2,6-dione